5-(1,3-Dioxolan-2-yl)-2-(5-ethyl-1H-pyrazol-1-yl)pyridine O1C(OCC1)C=1C=CC(=NC1)N1N=CC=C1CC